(2S)-1,2,3,4-tetrahydroquinoline-2-carboxylic acid N1[C@@H](CCC2=CC=CC=C12)C(=O)O